Cl.N1CCC(CC1)NC1=C2C=CC=NC2=C(C=C1)C(=O)NC=1C=NC=CC1 5-(piperidin-4-ylamino)-N-(pyridin-3-yl)quinoline-8-carboxamide hydrochloride